C/C/1=C(/C(=O)OC1=O)\C Dimethyl-Maleic Anhydride